bisazopyridine C1=C2C(=C3C(=N1)N=N3)N=N2